C1(CC1)NC(C1=C(C=C(C=C1OC)C1=CN=C2N1C=CC(=C2)OCC2CN(C(C2)=O)C)OC(F)F)=O N-cyclopropyl-2-(difluoromethoxy)-6-methoxy-4-[7-[(1-methyl-5-oxo-pyrrolidin-3-yl)methoxy]imidazo[1,2-a]pyridin-3-yl]benzamide